(R)-4-(3-(3-methyl-1H-pyrazol-5-yl)-5-(3-methylmorpholino)isothiazolo[4,5-b]pyridin-7-yl)tetrahydro-2H-pyran-4-carboxylic acid CC1=NNC(=C1)C1=NSC=2C1=NC(=CC2C2(CCOCC2)C(=O)O)N2[C@@H](COCC2)C